ethyl-hexoxyphenol C(C)C=1C(=C(C=CC1)O)OCCCCCC